OCC(=O)[C@@H](O)[C@H](O)[C@H](O)C(=O)O D-Fructuronic acid